OCCCCCOC1=CC=C(C=C1)C1C(NC(CC1)=O)=O 3-(4-((5-hydroxypentyl)oxy)phenyl)piperidine-2,6-dione